N-dodecanoylsphingosine C(CCCCCCCCCCC)(=O)N[C@@H](CO)[C@H](O)\C=C\CCCCCCCCCCCCC